N1C=NC2=C1C=CC(=C2)N2C(C(=C(C2C2=C(C(=CC(=C2)F)F)F)C2=CC=CC=C2)O)=O 1-(1H-Benzoimidazol-5-yl)-3-hydroxy-4-phenyl-5-(2,3,5-trifluoro-phenyl)-1,5-dihydro-pyrrol-2-one